C1(=CC(=CC=C1)CCCCCC\C=C/C\C=C/C\C=C/C\C=C/CCCC(=O)N)CCCCCC\C=C/C\C=C/C\C=C/C\C=C/CCCC(=O)N m-xylylenebisarachidonic acid amide